vinyl-phosphinate C(=C)P([O-])=O